2-(3-(cyclopentyloxy)-4-methoxyphenyl)acetyl chloride C1(CCCC1)OC=1C=C(C=CC1OC)CC(=O)Cl